N1(CCCC1)C\C=C/C1=C(C=CC(=C1)F)S(=O)(=O)NC1=C(C2=C([C@@H]3[C@H](CO2)C3)C=C1)C(=O)O (1aR,7bS)-5-{2-[(Z)-3-(pyrrolidin-1-yl)prop-1-enyl]-4-fluorobenzenesulfonylamino}-1,1a,2,7b-tetrahydrocyclopropa[c]benzopyran-4-carboxylic acid